N1=C(C=CC=C1)N1N=CC2=C(C=CC=C12)C1=CC=CC=C1 1-PYRIDIN-2-YL-4-PHENYL-1H-INDAZOLE